C(C)OC(=O)C1=C(C=CC2=CC=CC=C12)C1=NC(=CC2=CC=CC=C12)C(C)C (isopropylisoquinolin-1-yl)-naphthoic acid ethyl ester